BrC1=CC(=NC=C1)NC(C=C)=O N-(4-bromopyridin-2-yl)acrylamide